2,6-bis(9H-carbazol-9-yl)dibenzothiophene C1=CC=CC=2C3=CC=CC=C3N(C12)C1=CC2=C(SC3=C2C=CC=C3N3C2=CC=CC=C2C=2C=CC=CC32)C=C1